2-methyl-3-nitro-1H-indole-7-carbonitrile CC=1NC2=C(C=CC=C2C1[N+](=O)[O-])C#N